N-(4-(4-amino-1-isopropyl-7-((1r,4r)-4-((2-methoxy-2-methylpropyl)amino)cyclohexyl)-1H-pyrazolo[4,3-c]pyridin-3-yl)-2,5-difluorophenyl)-2-fluorobenzenesulfonamide NC1=NC=C(C2=C1C(=NN2C(C)C)C2=CC(=C(C=C2F)NS(=O)(=O)C2=C(C=CC=C2)F)F)C2CCC(CC2)NCC(C)(C)OC